CC(C(=O)N1C(CCCC1)C=1NC(=CN1)C1=CC=C(C=C1)C)(CC)C 2,2-Dimethyl-1-(2-(5-(p-tolyl)-1H-imidazol-2-yl)piperidin-1-yl)butan-1-one